2-((1-(7-chloro-2-cyano-3-(4,4-difluoropiperidin-1-yl)quinoxalin-5-yl)ethyl)amino)benzoic acid ClC1=CC(=C2N=C(C(=NC2=C1)C#N)N1CCC(CC1)(F)F)C(C)NC1=C(C(=O)O)C=CC=C1